CC=1C=CC(=C(C1)O)C(=C)C 5-methyl-2-(prop-1-en-2-yl)phenol